2-[(1S)-1-cyclohexylethoxy]-5-fluoro-4-(3-oxo-5,6,7,8-tetrahydro[1,2,4]triazolo[4,3-a]pyridin-2(3H)-yl)-N-(tetrahydro-2H-pyran-4-yl)benzamide C1(CCCCC1)[C@H](C)OC1=C(C(=O)NC2CCOCC2)C=C(C(=C1)N1N=C2N(CCCC2)C1=O)F